CC1=C(C=C(C=C1)C=1OC(=CC1)C)NCC(=O)N1CCC2=C(C=CC=C12)C=1N=CN(C1)COCC[Si](C)(C)C 2-((2-methyl-5-(5-methylfuran-2-yl)phenyl)amino)-1-(4-(1-((2-(trimethylsilyl)ethoxy)methyl)-1H-imidazol-4-yl)indolin-1-yl)ethan-1-one